CC(C)CCCCCCCCCCCCCCCCCCCCCCCC 2-Methyl-hexacosane